N-(tert-octyl)acrylamide C(C)(C)(CC(C)(C)C)NC(C=C)=O